COC=1C(=C2C=CNC2=C(C1)C)CN1[C@H](C[C@@H](CC1)N1N=CC(=C1)S(=O)(=O)C)C1=CC=C(C(=O)O)C=C1 trans-4-(1-((5-methoxy-7-methyl-1H-indol-4-yl)methyl)-4-(4-(methylsulfonyl)-1H-pyrazol-1-yl)piperidin-2-yl)benzoic acid